CC=1C=C(N2N=C(N=CC21)NC2CCN(CC2)S(=O)(=O)C)C2=NC=CC=C2 5-methyl-N-(1-(methylsulfonyl)piperidin-4-yl)-7-(pyridin-2-yl)pyrrolo[2,1-f][1,2,4]triazin-2-amine